NCC=1C=C(C=CC1)NC(CCCCCCC(=O)OC)=O methyl 8-((3-(amino methyl) phenyl) amino)-8-oxooctanoate